FC1=CC=C(C=C1)/C=C/C (2E)-3-(4-fluorophenyl)-2-propene